OC1=C(C=CC(=C1)C(F)(F)F)C1=C2C(=C(N=N1)NC[C@H]1C(CC(N1)=O)(C)C)C=NC=C2 (R)-5-(((1-(2-hydroxy-4-(trifluoromethyl)phenyl)pyrido[3,4-d]pyridazin-4-yl)amino)methyl)-4,4-dimethylpyrrolidin-2-one